2-(Ethoxymethyl)-1-methyl-5-nitro-1H-imidazole C(C)OCC=1N(C(=CN1)[N+](=O)[O-])C